FC1=C(C=C(C=C1)O)C(=O)N1CC2(C1)CC(C2)N2N=CC(=C2C2=C(C=CC=C2)F)C (2-fluoro-5-hydroxyphenyl){6-[5-(o-fluorophenyl)-4-methyl-1-pyrazolyl]-2-aza-2-spiro[3.3]heptyl}methanone